n-nonadecyl-boric acid C(CCCCCCCCCCCCCCCCCC)OB(O)O